N-(8-(2,5-difluorophenyl)-7-fluoro-4-morpholinoquinolin-3-yl)quinoline-4-carboxamide FC1=C(C=C(C=C1)F)C=1C(=CC=C2C(=C(C=NC12)NC(=O)C1=CC=NC2=CC=CC=C12)N1CCOCC1)F